N1C(=NC2=C1C=CC=C2)C=2C=C(C=CC2)NC2=NC=C(C=N2)C2=CSC=C2C N-[3-(1H-benzo[d]imidazol-2-yl)phenyl]-5-(4-methylthiophen-3-yl)pyrimidin-2-amine